C(#N)C1=C(C=CC=C1)SC=1C=2N(C=C(C1)C=1C=NN(C1)CCC(=O)N1C[C@H](CC1)O)N=CC2C#N (S)-4-((2-cyanophenyl)thio)-6-(1-(3-(3-hydroxypyrrolidin-1-yl)-3-oxopropyl)-1H-pyrazol-4-yl)pyrazolo[1,5-a]pyridine-3-carbonitrile